(R)-1-(7-chloro-4-((1-(2-fluoro-3-(trifluoromethyl)phenyl)ethyl)amino)-2-methylpyrido[2,3-d]pyrimidin-6-yl)cyclopropane-1-carbonitrile ClC=1C(=CC2=C(N=C(N=C2N[C@H](C)C2=C(C(=CC=C2)C(F)(F)F)F)C)N1)C1(CC1)C#N